CN1C(N(C2=C1C=CC(=C2)C=2C=CC=C(C(=O)N)C2)C2CN(C2)S(=O)(=O)C)=O 5-(1-methyl-3-(1-(methylsulfonyl)azetidin-3-yl)-2-oxo-2,3-dihydro-1H-benzo[d]imidazol-5-yl)benzamide